BrC1=CC=C2C(=NN(C2=C1)COCC[Si](C)(C)C)C1=NC2=C(N1COCC[Si](C)(C)C)CN(C2)C2=NN(C=C2C(=O)C=2C(=NN(C2)C)N2CC=1N(C(=NC1C2)C2=NN(C1=CC(=CC=C21)Br)COCC[Si](C)(C)C)COCC[Si](C)(C)C)C (2-(6-bromo-1-((2-(trimethylsilyl)ethoxy)methyl)-1H-indazol-3-yl)-1-((2-(trimethylsilyl)ethoxy)methyl)-4,6-dihydropyrrolo[3,4-d]imidazol-5(1H)-yl)(1-methyl-1H-pyrazol-4-yl)ketone